1-(8-((2,3-dichlorophenyl)thio)imidazo[1,2-c]pyrimidin-5-yl)azepan-3-amine ClC1=C(C=CC=C1Cl)SC=1C=2N(C(=NC1)N1CC(CCCC1)N)C=CN2